N-(1-(3-bromo-4-methylphenyl)ethyl)pyridineamide BrC=1C=C(C=CC1C)C(C)NC(=O)C1=NC=CC=C1